tert-butyl 6-[[1-cyclopropyl-3-(trifluoromethyl) pyrazol-4-yl]methyl]-2-azaspiro[3.3]heptane-2-carboxylate C1(CC1)N1N=C(C(=C1)CC1CC2(CN(C2)C(=O)OC(C)(C)C)C1)C(F)(F)F